F\C(=C\C1=CC=CC=C1)\OC=1C=C(C=CC1)C=C (1E)-1-(3-{[(E)-1-fluoro-2-phenylvinyl]oxy}phenyl)ethylene